FC(CCCOC=1C=C(C(C(=O)O)=CC1)C(=O)O)(CN1CCC(CC1)OC1CC(C1)OC1=NC=C(C=C1)C=1C=CC=2C3=C(N(C2C1)C)C=CN=C3)F 4-[4,4-difluoro-5-[4-[3-[[5-(5-methylpyrido[4,3-b]indol-7-yl)-2-pyridinyl]oxy]cyclobutoxy]-1-piperidinyl]pentoxy]phthalic acid